4-(8-(6-isopropylpyridin-3-yl)-5-{[(3R)-1-methylpiperidin-3-yl]methoxy}imidazo[1,2-c]pyrimidin-7-yl)benzonitrile C(C)(C)C1=CC=C(C=N1)C=1C=2N(C(=NC1C1=CC=C(C#N)C=C1)OC[C@H]1CN(CCC1)C)C=CN2